NC=1C=C(C=C(C1)Br)C1=NC=CC=C1CO (2-(3-amino-5-bromophenyl)pyridin-3-yl)methanol